7-[methyl-(2-{2-[2-({2-methyl-8-[4-(trifluoromethyl)phenyl]-2H,8H-pyrazolo[3,4-b]indol-5-yl}formamido)ethoxy]ethoxy}ethyl)amino]heptanoic acid CN(CCCCCCC(=O)O)CCOCCOCCNC(=O)C=1C=C2C=3C(N(C2=CC1)C1=CC=C(C=C1)C(F)(F)F)=NN(C3)C